p-cyclohexyl isocyanate C1CCC(CC1)N=C=O